CN1CCN(CC1)CCC(=O)O[C@H]1[C@H](NC[C@@H]1O)CC1=CC=C(C=C1)OC (2R,3S,4S)-4-hydroxy-2-[(4-methoxyphenyl)methyl]pyrrolidin-3-yl 3-(4-methylpiperazin-1-yl)propanoate